3-[5-(trifluoro(methyl)pyrazin-2-yl)oxy-1-bicyclo[1.1.1]pentanyl]azetidine-1-carboxylate FC1(C(N(C=CN1)F)(OC1C2(CC1C2)C2CN(C2)C(=O)[O-])F)C